1-(4-methylbenzyl)-4-phenyl-2-(p-tolyl)-1H-imidazole CC1=CC=C(CN2C(=NC(=C2)C2=CC=CC=C2)C2=CC=C(C=C2)C)C=C1